(5S)-5-((2,4-dichlorobenzyl)carbamoyl)-5-fluoro-5,6,7,8-tetrahydroquinoline ClC1=C(CNC(=O)[C@]2(C=3C=CC=NC3CCC2)F)C=CC(=C1)Cl